O=[S@]1(=NCCC1)C1=CC=C(C=C1)N1C(N(C=C1)C1=NNC2=C1C(NCC2)C)=O 3-(3-{4-[(1S)-1-oxo-1λ6-4H,3H,5H-1,2-thiazol-1-yl]phenyl}-2-oxoimidazol-1-yl)-4-methyl-4,5,6,7-tetrahydropyrazolo[4,3-c]pyridine